ethyl 2-(5-((3,4-difluorophenyl) carbamoyl)-1,2,4-trimethyl-1H-pyrrol-3-yl)-2-oxoacetate FC=1C=C(C=CC1F)NC(=O)C1=C(C(=C(N1C)C)C(C(=O)OCC)=O)C